3-chloro-2-(1-isopropyl-4-methyl-1H-pyrazol-5-yl)-4,5,6,7-tetrahydropyrazolo[1,5-a]pyrimidine ClC=1C(=NN2C1NCCC2)C2=C(C=NN2C(C)C)C